CCCCCCCCCCCCOC[C@H](COP(=O)([O-])OCC[N+](C)(C)C)OCCCCCCCCCCCC 1,2-di-O-dodecyl-sn-glycero-3-phosphocholine